N-(4-((5-methyl-4,5-dihydropyrido[3,4-e][1,2,3]triazolo[1,5-a]pyrazin-6-yl)amino)-5-(propanoyl-3,3,3-d3)pyridin-2-yl)cyclopropanecarboxamide CN1CC=2N(C3=C1C(=NC=C3)NC3=CC(=NC=C3C(CC([2H])([2H])[2H])=O)NC(=O)C3CC3)N=NC2